[2-(PYRIDIN-3-YLMETHOXY)PHENYL]BORANEDIOL N1=CC(=CC=C1)COC1=C(C=CC=C1)B(O)O